NC1=NC=2C=CC=CC2C2=C1N=C(N2CC2=CC=C(C=C2)NC(CCCCCN2C(C=CC2=O)=O)=O)CCCC N-(4-((4-amino-2-butyl-1H-imidazo[4,5-c]quinolin-1-yl)methyl)phenyl)-6-(2,5-dioxo-2,5-dihydro-1H-pyrrol-1-yl)hexanamide